2-(4-(Chloromethyl)phenyl)-3-phenyl-5H-imidazo[1,2-c]pyrido[3,4-e][1,3]oxazine ClCC1=CC=C(C=C1)C=1N=C2N(COC3=C2C=NC=C3)C1C1=CC=CC=C1